methylmethanamine hydrochloride Cl.CCN